N-[4-(4-Chloro-3-cyano-1H-indol-7-yl)cyclohexyl]-4-[4-({4-[4-(2,4-dioxo-1,3-diazinan-1-yl)-1H-indol-1-yl]piperidin-1-yl}methyl)piperidin-1-yl]-2-fluorobenzamide ClC1=C2C(=CNC2=C(C=C1)C1CCC(CC1)NC(C1=C(C=C(C=C1)N1CCC(CC1)CN1CCC(CC1)N1C=CC2=C(C=CC=C12)N1C(NC(CC1)=O)=O)F)=O)C#N